CC=1C(=NC=C(C1)NC(C(=O)N1C(CCC(C1)C)C=1C=C2C(NCC2=CC1)=O)=O)NC(OC(C)(C)C)=O tert-Butyl N-[3-methyl-5-[[2-[5-methyl-2-(3-oxoisoindolin-5-yl)-1-piperidyl]-2-oxo-acetyl]amino]-2-pyridyl]carbamate